C(C(C)C)[C@H]1NC([C@H]2N(C1=O)CCC2)=O (3R,8AS)-hexahydro-3-isobutylpyrrolo[1,2-A]pyrazine-1,4-dione